tris[4-(4-acetyl-3-methylphenylthio)phenyl]sulfonium methanesulfonate CS(=O)(=O)[O-].C(C)(=O)C1=C(C=C(C=C1)SC1=CC=C(C=C1)[S+](C1=CC=C(C=C1)SC1=CC(=C(C=C1)C(C)=O)C)C1=CC=C(C=C1)SC1=CC(=C(C=C1)C(C)=O)C)C